ClC=1C=C(C=CC1F)N(C(=O)[C@H]1N(CCC1)C1=NC(=CC(=C1)C(F)(F)F)C)CCCNCCO (S)-N-(3-chloro-4-fluorophenyl)-N-(3-((2-hydroxyethyl)amino)propyl)-1-(6-methyl-4-(trifluoromethyl)pyridin-2-yl)pyrrolidine-2-carboxamide